C(C#C)C1CCC2(OCCO2)CC1 8-(prop-2-yn-1-yl)-1,4-dioxaspiro[4.5]decane